C(C)OC(C(CCCF)N=C(C1=CC=CC=C1)C1=CC=CC=C1)=O 2-(Diphenylmethyleneamino)-5-fluoro-pentanoic acid ethyl ester